NC1=NC=NN2C1=C(C(=N2)C2=CC=C(C=C2)NC(C(=C)F)=O)C2=CC(=C(C(=O)NC(C(F)(F)F)C)C=C2)OC 4-(4-amino-6-(4-(2-fluoroacrylamido)phenyl)pyrazolo[5,1-f][1,2,4]triazin-5-yl)-2-methoxy-N-(1,1,1-trifluoropropan-2-yl)benzamide